sec-Butyl 2-{4-ethoxyphenyl}thiazole-4-carboxylate C(C)OC1=CC=C(C=C1)C=1SC=C(N1)C(=O)OC(C)CC